1-(4-(1-(2,6-dichlorophenyl)azetidin-3-yl)-2,6-dimethylbenzyl)-3-(fluoromethyl)azetidin-3-ol ClC1=C(C(=CC=C1)Cl)N1CC(C1)C1=CC(=C(CN2CC(C2)(O)CF)C(=C1)C)C